1-[3-(triethoxysilyl)propyl]-5,5'-iminobis(1,2,3,4-tetrazole) C(C)O[Si](CCCN1N=NN=C1NC1=NN=NN1)(OCC)OCC